OC1=NC2=CC=CC=C2C1(O)CC(=O)O 2-(2,3-dihydroxy-3H-indol-3-yl)acetic acid